CC(NC(CCCC(OC)=O)=O)C(NC(C(NC(CC(=O)N)C)=O)C)=O 9,12,15-trimethyl-3,7,10,13-tetraoxo-2-oxa-8,11,14-triazahexadecane-16-carboxamide